Cl.N1C=CC=2C1=NC=CC2N2CCSC(=C2)C(=O)N2C[C@H](CC2)N (S)-(4-(1H-pyrrolo[2,3-b]pyridin-4-yl)-3,4-dihydro-2H-1,4-thiazin-6-yl)(3-aminopyrrolidin-1-yl)methanone hydrochloride